iodite I(=O)[O-]